3-[[4-(2,6-dimethylphenyl)-6-[(2R)-2-[[5-(2-ethoxy-2-oxo-ethoxy)-2-pyridyl]methylamino]-4,4-dimethyl-pentoxy]pyrimidin-2-yl]sulfamoyl]benzoic acid CC1=C(C(=CC=C1)C)C1=NC(=NC(=C1)OC[C@@H](CC(C)(C)C)NCC1=NC=C(C=C1)OCC(=O)OCC)NS(=O)(=O)C=1C=C(C(=O)O)C=CC1